4-((4-(3-((2,6-dioxopiperidin-3-yl)amino)phenyl)piperazin-1-yl)methyl)piperidin O=C1NC(CCC1NC=1C=C(C=CC1)N1CCN(CC1)CC1CCNCC1)=O